Benzyl (S)-6-{[1,5-bis(bis{2-[(2,3,4,6-tetra-O-acetyl-α-D-mannopyranosyl)oxy] ethyl}amino)-1,5-dioxopentan-2-yl]amino}-6-oxohexanoate C(C)(=O)O[C@@H]1[C@H](O[C@@H]([C@H]([C@@H]1OC(C)=O)OC(C)=O)COC(C)=O)OCCN(C([C@H](CCC(=O)N(CCO[C@@H]1[C@@H](OC(C)=O)[C@@H](OC(C)=O)[C@H](OC(C)=O)[C@H](O1)COC(C)=O)CCO[C@@H]1[C@@H](OC(C)=O)[C@@H](OC(C)=O)[C@H](OC(C)=O)[C@H](O1)COC(C)=O)NC(CCCCC(=O)OCC1=CC=CC=C1)=O)=O)CCO[C@@H]1[C@@H](OC(C)=O)[C@@H](OC(C)=O)[C@H](OC(C)=O)[C@H](O1)COC(C)=O